COC(=O)C1=CC=2C(=NC=CC2)N1OC methoxy-1H-pyrrolo[2,3-b]Pyridine-2-carboxylic acid methyl ester